1-bromo-3-(4-chlorophenoxy)benzene BrC1=CC(=CC=C1)OC1=CC=C(C=C1)Cl